CC1(OB(OC1(C)C)C=1N(C2=CC=CC=C2C1)C(=O)OC(C)(C)C)C tert-butyl 2-(4,4,5,5-tetramethyl-1,3,2-dioxaborolan-2-yl)indole-1-carboxylate